3-(5-chloro-1,3-thiazol-2-yl)-5-[(3S)-tetrahydrofuran-3-ylmethoxy]-N-{(1R)-1-[2-(trifluoromethyl)pyrimidin-5-yl]ethyl}benzamide ClC1=CN=C(S1)C=1C=C(C(=O)N[C@H](C)C=2C=NC(=NC2)C(F)(F)F)C=C(C1)OC[C@@H]1COCC1